FC=1C=C2C=C(C(NC2=CC1)=O)C=1N=NN(C1)C1=CC=C(C=C1)C(=O)N1C[C@@H](CC1)COCCOC 6-fluoro-3-(1-{4-[(R)-3-(2-methoxy-ethoxymethyl)-pyrrolidine-1-carbonyl]-phenyl}-1H-[1,2,3]triazol-4-yl)-1H-quinolin-2-one